CN1C2=NC(=NC(=C2N=C1C1CNCC1)N1CCOCC1)N1N=C(C=C1)C1=CC=CC=C1 4-(9-methyl-2-(3-phenyl-1H-pyrazol-1-yl)-8-(pyrrolidin-3-yl)-9H-purin-6-yl)morpholine